Cl.OC=1C=C(CCN)C=CC1O 3-hydroxytyramine hydrochloride